C1(C=CC(N1C1(C(=O)NC(C1)=O)OC(C1=CC=CC=C1)=O)=O)=O maleimidobenzoyl-oxysuccinimide